1-methyl-4,5,6,7-tetrahydro-1H-indazole-6-carboxylic acid CN1N=CC=2CCC(CC12)C(=O)O